O.[P] PHOSPHORUS WATER